FC=1C=C2C3=C(NC2=CC1)[C@H](N([C@@H](C3)C)C[C@@H](C(=O)O)C)C3=C(C(=CC=C3F)OCCNCCCF)C (S)-3-((1R,3R)-6-fluoro-1-(6-fluoro-3-(2-((3-fluoropropyl)amino)ethoxy)-2-methylphenyl)-3-methyl-1,3,4,9-tetrahydro-2H-pyrido[3,4-b]Indol-2-yl)-2-methylpropanoic acid